1-[3-chloro-4-(trifluoromethoxy)phenyl]-6-(3,4-dimethylpiperazin-1-yl)-2-{2-[tris(propan-2-yl)silyl]ethynyl}-1H-1,3-benzodiazole ClC=1C=C(C=CC1OC(F)(F)F)N1C(=NC2=C1C=C(C=C2)N2CC(N(CC2)C)C)C#C[Si](C(C)C)(C(C)C)C(C)C